(S)-N-((R and S)-(5-fluoro-6-(trifluoromethyl)pyridin-2-yl)(4-(trifluoromethoxy)-phenyl)Methyl)-2-oxoimidazolidine-4-carboxamide FC=1C=CC(=NC1C(F)(F)F)[C@H](NC(=O)[C@H]1NC(NC1)=O)C1=CC=C(C=C1)OC(F)(F)F |&1:11|